2-chloro-10-(phenyl-d5)phenanthrene ClC1=CC=2C(=CC3=CC=CC=C3C2C=C1)C1=C(C(=C(C(=C1[2H])[2H])[2H])[2H])[2H]